BrC1=CC=C(C=C1)N1N=CC(=C1)CNC(=O)[C@H]1N(C[C@@H](C1)O)C([C@H](C(C)(C)C)N1N=NC(=C1)C1CC1)=O (2S,4r)-N-[[1-(4-bromophenyl)pyrazol-4-yl]methyl]-1-[(2S)-2-(4-cyclopropyltriazol-1-yl)-3,3-dimethyl-butyryl]-4-hydroxy-pyrrolidine-2-carboxamide